Capric acid 2,3-dihydroxypropan-1-yl ester OC(COC(=O)CCCCCCCCC)CO